ClC1=C2C=C(NC2=CC=C1Cl)C(=O)N1CCN(CC1)C(=O)[C@H]1CNCC1 (4,5-dichloro-1H-indol-2-yl)-[4-[(3R)-pyrrolidine-3-carbonyl]piperazin-1-yl]methanone